FC(CN1C(=NC2=C1C=C(C=C2F)C2=CNC=1N=C(N=CC12)NC1CCC2(OCCO2)CC1)C)F 5-(1-(2,2-difluoroethyl)-4-fluoro-2-methyl-1H-benzo[d]imidazol-6-yl)-N-(1,4-dioxaspiro[4.5]decan-8-yl)-7H-pyrrolo[2,3-d]pyrimidin-2-amine